thiazole-4-carboxylic acid trifluoroacetate salt FC(C(=O)O)(F)F.S1C=NC(=C1)C(=O)O